N-Methyl-N-(2-((4aS,5aR)-5a-methyl-1,4,4a,5,5a,6-hexahydrocyclopropa[f]indazol-3-yl)-1H-imidazo[4,5-b]pyridin-6-yl)pivalamide CN(C(C(C)(C)C)=O)C=1C=C2C(=NC1)N=C(N2)C2=NNC=1C[C@@]3([C@H](CC21)C3)C